C(CCCC)(=O)OCC ethyl pentanate